3-(3-bromophenyl)-1,2,4-oxadiazole BrC=1C=C(C=CC1)C1=NOC=N1